(1r,3r)-3-Aminocyclobutanol hydrochloride Cl.NC1CC(C1)O